CN(C=1C=CC(=NC1)C1=C(C=C(C=C1)C=1C=NNC1)O)C1CC(NC(C1)(C)C)(C)C 2-(5-(methyl(2,2,6,6-tetramethylpiperidin-4-yl)amino)pyridin-2-yl)-5-(1H-pyrazol-4-yl)phenol